Methyl 2-(1H-pyrrol-1-yl)-3-(3-(3-(4-(trifluoromethoxy)phenyl)ureido) azetidin-1-yl)benzoate N1(C=CC=C1)C1=C(C(=O)OC)C=CC=C1N1CC(C1)NC(=O)NC1=CC=C(C=C1)OC(F)(F)F